2-((6-(trifluoromethyl)pyrimidin-4-yl)amino)butanoic acid FC(C1=CC(=NC=N1)NC(C(=O)O)CC)(F)F